(S)-2-Fluoro-3-(pyrrolidin-2-ylmethoxy)pyridine bisHCl salt Cl.Cl.FC1=NC=CC=C1OC[C@H]1NCCC1